1-(4-((4-(3-chloro-4-(2-chloro-3-(6-methoxy-5-((((1r,4r)-4-methoxycyclohexyl)amino)methyl)pyridin-2-yl)phenyl)pyridin-2-yl)-2-methoxybenzyl)amino)piperidin-1-yl)ethan-1-one ClC=1C(=NC=CC1C1=C(C(=CC=C1)C1=NC(=C(C=C1)CNC1CCC(CC1)OC)OC)Cl)C1=CC(=C(CNC2CCN(CC2)C(C)=O)C=C1)OC